C12CN(CC(CC1)O2)C(COC=2C(=C(C=C(C(=O)OCC)C2)[N+](=O)[O-])Cl)COC=2C(=C(C=C(C(=O)OCC)C2)[N+](=O)[O-])Cl diethyl 5,5'-((2-(8-oxa-3-azabicyclo[3.2.1]octan-3-yl)propane-1,3-diyl)bis(oxy))bis(4-chloro-3-nitrobenzoate)